9-(1,1-Dioxidotetrahydro-2H-thiopyran-4-yl)-7-methyl-2-((7-methylchinolin-6-yl)amino)-7,9-dihydro-8H-purin-8-on O=S1(CCC(CC1)N1C2=NC(=NC=C2N(C1=O)C)NC=1C=C2C=CC=NC2=CC1C)=O